4-pentyl-N-(pyridin-2-yl)picolinamide hydrogen chloride Cl.C(CCCC)C1=CC(=NC=C1)C(=O)NC1=NC=CC=C1